6-(3-isopropyl-5-(2-azaspiro[3.3]heptan-6-yl)-1H-pyrrolo[3,2-b]pyridin-2-yl)-7,8-dimethyl-[1,2,4]triazolo[1,5-a]pyridine C(C)(C)C1=C(NC=2C1=NC(=CC2)C2CC1(CNC1)C2)C=2C(=C(C=1N(C2)N=CN1)C)C